[C@H]12CNC[C@H](CC1)N2C(=O)[O-] (1R,5S)-3,8-diazabicyclo[3.2.1]octane-8-carboxylate